C(C=C)(=O)N1[C@H](CN(C[C@@H]1C)C1=NC(N2C3=C(C(=C(C=C13)Cl)C1=C(C=C(C=C1)F)F)SCC2)=O)C 7-((3S,5S)-4-acryloyl-3,5-dimethylpiperazin-1-yl)-9-chloro-10-(2,4-difluorophenyl)-2,3-dihydro-5H-[1,4]thiazino[2,3,4-ij]quinazolin-5-one